O(S(=O)(=O)C(F)(F)F)C=1CCNC(C1)=O 6-oxo-1,2,3,6-tetrahydropyridin-4-yl triflate